4,5-dioxovalerate O=C(CCC(=O)[O-])C=O